tert-Butyl 5-(benzyloxy)-4-fluoro-6-methyl-2,3-dihydro-1H-inden-1-yl(methyl)carbamate C(C1=CC=CC=C1)OC=1C(=C2CCC(C2=CC1C)N(C(OC(C)(C)C)=O)C)F